O1C=CC=2C(=NC=CC21)C2=CC=C(C(=O)N[C@@H]1CC[C@H](CC1)C(CC)O)C=C2 4-(furo[3,2-c]pyridin-4-yl)-N-[trans-4-(1-hydroxypropyl)cyclohexyl]benzamide